C(#N)C1=C2C(=C(C(N(C2=CC=C1)COCC[Si](C)(C)C)=O)C1(CC1)C(=O)N[C@H](C)C1=NC=C(C=N1)C#N)C 1-(5-cyano-4-methyl-2-oxo-1-{[2-(trimethylsilyl)ethoxy]methyl}quinolin-3-yl)-N-[(1R)-1-(5-cyanopyrimidin-2-yl)ethyl]cyclopropane-1-carboxamide